(3aR,7aS)-3-[4-[4-[6-chloro-4-(trifluoromethyl)-2-pyridyl]piperazin-1-yl]sulfonylphenyl]-3a,4,5,6,7,7a-hexahydrooxazolo[4,5-c]pyridin-2-one ClC1=CC(=CC(=N1)N1CCN(CC1)S(=O)(=O)C1=CC=C(C=C1)N1C(O[C@@H]2[C@H]1CNCC2)=O)C(F)(F)F